Tert-Butyl 4-((5-((3S,4S)-4-(((R)-tert-butylsulfinyl)amino)-3-methyl-2-oxa-8-azaspiro[4.5]decan-8-yl)pyrazin-2-yl)thio)indoline-1-carboxylate C(C)(C)(C)[S@@](=O)N[C@@H]1[C@@H](OCC12CCN(CC2)C=2N=CC(=NC2)SC2=C1CCN(C1=CC=C2)C(=O)OC(C)(C)C)C